1-((3aR,5s,6aS)-5-((4-methoxy-5-(quinoxalin-6-yl)pyrrolo[2,1-f][1,2,4]triazin-2-yl)amino)hexahydrocyclopenta[c]pyrrol-2(1H)-yl)ethan-1-one COC1=NC(=NN2C1=C(C=C2)C=2C=C1N=CC=NC1=CC2)NC2C[C@@H]1[C@@H](CN(C1)C(C)=O)C2